3-(Methylsulfonyl)propionitrile CS(=O)(=O)CCC#N